bicyclo[2.2.0]hex-5-ene-2,3-dimethanol C12C(C(C2C=C1)CO)CO